((5-(5-aminopyrazin-2-yl)-1,3,4-oxadiazol-2-yl)methyl)-2-(2,4-bis(trifluoromethyl)phenyl)-N-(4-fluorophenyl)acetamide NC=1N=CC(=NC1)C1=NN=C(O1)CC(C(=O)NC1=CC=C(C=C1)F)C1=C(C=C(C=C1)C(F)(F)F)C(F)(F)F